3-dimethylamino-2-(cholesta-5-en-3β-oxybutan-4-oxy)-1-(cis,cis-9,12-octadecadienoxy)propane CN(CC(COCCCCCCCC\C=C/C\C=C/CCCCC)OC(CCC)O[C@@H]1CC2=CC[C@H]3[C@@H]4CC[C@H]([C@@H](CCCC(C)C)C)[C@]4(CC[C@@H]3[C@]2(CC1)C)C)C